C(C)(=O)N1CCC(CC1)(N1CCN(CC1)C(C=C)=O)C1=CC=C(C=C1)[C@H](C)NC=1N=CC2=C(N1)N(C(C=C2)=O)C(C)C 2-{[(1S)-1-{4-[1-acetyl-4-(4-acryloylpiperazin-1-yl)piperidin-4-yl]phenyl}ethyl]amino}-8-(propan-2-yl)pyrido[2,3-d]pyrimidin-7(8H)-on